CN1C=NC2=C1C=CC=C2 1-methyl-1,3-benzodiazol